6-methyl-5,7-dihydro-4H-benzothiophene-6-carboxylic acid CC1(CC2=C(C=CS2)CC1)C(=O)O